CN(C(C)C(CC(CCCCCCCCCCCCC)O)O)C 2-(dimethylamino)octadecane-3,5-diol